N-methyl-N'-ethylphenyl-urea CN(C(=O)NCC)C1=CC=CC=C1